N-benzyl-2-methyl-6-(trifluoromethyl)-2,3-dihydrobenzofuran-3-amine C(C1=CC=CC=C1)NC1C(OC2=C1C=CC(=C2)C(F)(F)F)C